4-(5,7-Dimethyl-1-phenyl-3,4-dihydro-1H-isoquinolin-2-yl)-N-[(4-methoxyphenyl)methyl]-4-oxobutyric acid amide CC1=C2CCN(C(C2=CC(=C1)C)C1=CC=CC=C1)C(CCC(=O)NCC1=CC=C(C=C1)OC)=O